NC1=C(C(=NC=N1)OC=1C=C(C=CC1)NS(=O)(=O)C=C)C1=CC=C(C=C1)OC1=CC=CC=C1 N-(3-((6-amino-5-(4-phenoxyphenyl)pyrimidin-4-yl)oxy)phenyl)ethenesulfonamide